CC1=NNC(=C1C1=CC=C(NC([C@H]([C@@H]2CCC3=CC=C(C=C23)C=2C=NN(C2)C(CO)(C)C)NC(=O)C=2N(N=CC2)C)=O)C=C1)C N-[(1S)-2-[4-(3,5-dimethyl-1H-pyrazol-4-yl)anilino]-1-[(1R)-6-[1-(2-hydroxy-1,1-dimethyl-ethyl)pyrazol-4-yl]indan-1-yl]-2-oxo-ethyl]-2-methyl-pyrazole-3-carboxamide